4-(7-fluoroimidazo[1,2-a]pyridin-3-yl)-7-[[6-(pyrrolidin-1-ylmethyl)-5-tetrahydrofuran-3-yl-2-pyridyl]amino]isoindolin-1-one FC1=CC=2N(C=C1)C(=CN2)C2=C1CNC(C1=C(C=C2)NC2=NC(=C(C=C2)C2COCC2)CN2CCCC2)=O